7-{3-[(5-methoxypyridin-2-yl)carbamoyl]azetidin-1-yl}-5-methyl-1-[3-(morpholin-4-yl)-1,2,4-thiadiazol-5-yl]-4-oxo-1,4-dihydro-1,8-naphthyridine-3-carboxylic acid COC=1C=CC(=NC1)NC(=O)C1CN(C1)C1=CC(=C2C(C(=CN(C2=N1)C1=NC(=NS1)N1CCOCC1)C(=O)O)=O)C